ClC1=C(C=CC=C1)C=1N=C2C=3C=C(C=NC3C=CN2C1C=CC)C=1C=NN(C1)C 2-(2-Chlorophenyl)-9-(1-methyl-1H-pyrazol-4-yl)-3-(prop-1-en-1-yl)imidazo[2,1-f][1,6]naphthyridine